CN(C(C)=O)C=1C(=NC=C(C1)C(F)(F)F)NC1=NC(=NS1)C1=NC=CC(=C1)OC1CCOCC1 N-methyl-N-(2-(3-(4-(tetrahydro-2H-pyran-4-yloxy)pyridin-2-yl)-1,2,4-thiadiazol-5-ylamino)-5-(trifluoromethyl)pyridin-3-yl)acetamide